C(=O)O.N1=NC=C(C2=CC=CC=C12)N Cinnoline-4-amine formate